IC1=NN(C2=NC=CC(=C21)OC2=CC=C(N)C=C2)CC2=CC=C(C=C2)OC 4-((3-iodo-1-(4-methoxybenzyl)-1H-pyrazolo[3,4-b]pyridin-4-yl)oxy)aniline